C1(CC1)NC1=NC(=NC=C1C(=O)N)NC1=CC2=C(OC[C@H](CN2)OCC)C=C1 4-(cyclopropylamino)-2-(((S)-2,3,4,5-tetrahydro-3-ethoxybenzo[b][1,4]oxazepin-7-yl)amino)pyrimidine-5-carboxamide